[Cr](=O)(=O)(O)O.C(C1=CC=CC=C1)(C1=CC=CC=C1)(C1=CC=CC=C1)[SiH2]C(C1=CC=CC=C1)(C1=CC=CC=C1)C1=CC=CC=C1 ditrityl-silane chromate